FC1=C(C=CC=2N(C=NC21)COCC[Si](C)(C)C)[C@@H](COC)N (S)-1-(4-fluoro-1-((2-(trimethylsilyl)ethoxy)methyl)-1H-benzo[d]imidazol-5-yl)-2-methoxyethanamine